C(C)(=O)C1=NN(C2=C(C=C(C=C12)C=1C=NC(=NC1)C)C)CC(=O)N1[C@H]2CC[C@@H]([C@H]1C(=O)NC1=NC(=CC=C1C)Br)C2 (1S,3S,4R)-2-(2-(3-acetyl-7-methyl-5-(2-methylpyrimidin-5-yl)-1H-indazol-1-yl)acetyl)-N-(6-bromo-3-methylpyridin-2-yl)-2-azabicyclo[2.2.1]heptane-3-carboxamide